(4aR,5S,6aS,7S)-7-acetyl-1-ethyl-5-hydroxy-4a,6a-dimethyl-1,3,4,4a,4b,5,6,6a,7,8,9,9a,9b,10-tetradecahydro-2H-indeno[5,4-f]quinolin-2-one-5-d C(C)(=O)[C@H]1CCC2[C@@]1(C[C@](C1[C@]3(CCC(N(C3=CCC12)CC)=O)C)([2H])O)C